1,5-dimethylhexyl-amine CC(CCCC(C)C)N